C(C)(C)(C)C1=CC(=NC=C1)N1C2=CC=C(C=C2C=2C=CC(=CC12)OC1=C(C=CC=C1)C1=C(C(=CC=C1)N)N)Cl 3-((9-(4-(tert-butyl)pyridin-2-yl)-6-chloro-9H-carbazol-2-yloxy)phenyl)benzene-1,2-diamine